7-((2r,5r)-5-ethyl-2-(methoxymethyl)-4-(1-(quinoxalin-6-yl)ethyl)piperazin-1-yl)-4-methyl-2-(tetrahydro-2H-pyran-2-yl)-2,4-dihydro-5H-pyrazolo[4,3-b]pyridin-5-one C(C)[C@H]1N(C[C@@H](N(C1)C=1C=2C(N(C(C1)=O)C)=CN(N2)C2OCCCC2)COC)C(C)C=2C=C1N=CC=NC1=CC2